C(OC[C@H]1O[C@@]([C@@H]([C@@H]1O)O)(C#N)C1=CC=C2C(=NC=NN21)N)(OC2CCC(CC2)(F)F)=O ((2R,3S,4R,5R)-5-(4-aminopyrrolo[2,1-f][1,2,4]triazin-7-yl)-5-cyano-3,4-dihydroxytetrahydrofuran-2-yl)methyl (4,4-difluorocyclohexyl) carbonate